C(C)(C)(C)NS(=O)(=O)C=1C=C(C=CC1)NC(C1=C(N=C(C=C1)N1C[C@H](CC1)O)N1CCC2(CC2)CC1)=O (S)-N-(3-(N-(tert-butyl)sulfamoyl)phenyl)-6-(3-hydroxypyrrolidin-1-yl)-2-(6-azaspiro[2.5]octan-6-yl)nicotinamide